1,2-dipalmitoyl-sn-glycero-3-phosphomonosodium C(CCCCCCCCCCCCCCC)(=O)OC[C@@H](OC(CCCCCCCCCCCCCCC)=O)COP(=O)(O)[Na]